N2-(4-chlorophenethyl)-N4-(2-(4-methylpiperazin-1-yl)ethyl)quinazoline-2,4-diamine ClC1=CC=C(CCNC2=NC3=CC=CC=C3C(=N2)NCCN2CCN(CC2)C)C=C1